C(C)(C)(C)C=1C=C(C=C(C1O)C(C)(C)C)CCCOP1OC2=C(C3=C(O1)C(=CC(=C3)C(C)(C)C)C(C)(C)C)C=C(C=C2C(C)(C)C)C(C)(C)C 6-[3-(3,5-di-tert-butyl-4-hydroxyphenyl)propoxy]-2,4,8,10-tetra-tert-butyldibenzo[d,f][1,3,2]dioxaphosphepin